7-(2-oxopiperazin-1-yl)dibenzo[b,d]furan O=C1N(CCNC1)C1=CC2=C(C3=C(O2)C=CC=C3)C=C1